[Na].BrC=1C=C(C=C(C1OC1=NNC(C2=CC=CC=C12)=O)Br)N1N=C(C(NC1=O)=O)C#N 2-(3,5-dibromo-4-((4-oxo-3,4-dihydrophthalazin-1-yl)oxy)phenyl)-3,5-dioxo-2,3,4,5-tetrahydro-1,2,4-triazine-6-carbonitrile sodium salt